ClC=1N=CC=2C3=C(C(=NC2C1F)N1CC(C1)N(C)CC)N=NN3[C@@H]3C[C@H](N(CC3)C(=O)OC(C)(C)C)CC#N tert-butyl (2S,4S)-4-(7-chloro-4-(3-(ethyl(methyl)amino)azetidin-1-yl)-6-fluoro-1H-[1,2,3]triazolo[4,5-c][1,6]naphthyridin-1-yl)-2-(cyanomethyl)piperidine-1-carboxylate